4-(2-(7,8-dimethyl-[1,2,4]triazolo[1,5-a]pyridin-6-yl)-3-isopropyl-1H-indol-5-yl)-N-methylcyclohexylamine CC1=C(C=2N(C=C1C=1NC3=CC=C(C=C3C1C(C)C)C1CCC(CC1)NC)N=CN2)C